C(C)(C)(C)C=1C=C(C=C(C1O)C(C)(C)C)C(C(=O)O)C.C([C@H](O)[C@H](O)CO)O.C([C@H](O)[C@H](O)CO)O.C([C@H](O)[C@H](O)CO)O.C([C@H](O)[C@H](O)CO)O.C([C@H](O)[C@H](O)CO)O pentaerythritol beta-(3,5-di-tert-butyl-4-hydroxyphenyl)propionate